C(C)(C)(C1=CC=C(C=C1)O)C1=CC=C(C=C1)O 4,4'-{isopropylidenediphenol}